4-(2-hydroxypyridin-4-yl)isoindolin-1-one OC1=NC=CC(=C1)C1=C2CNC(C2=CC=C1)=O